C(CCCCCCCCCCCCCCCCCCCCCCC)(=O)[O-].C(CCCCCCCCCCCCCCCCCCCCCCC)(=O)O.[Na+].O1C(OCC1)C=1C=CC(=NC1)N1N=C(C=C1)C(C)(C)O 2-(1-(5-(1,3-dioxolan-2-yl)pyridin-2-yl)-1H-pyrazol-3-yl)propan-2-ol sodium lignocerate (tetracosanate)